2-amino-10-(oxetan-3-ylmethyl)dibenzo[b,f][1,4]oxazepin-11(10H)-one NC=1C=CC2=C(C(N(C3=C(O2)C=CC=C3)CC3COC3)=O)C1